COC=1C=C2C=CC(=CC2=CC1)[C@@H](C(=O)NCCCCN1CC(OB(OC(C1)=O)[C@H](CC(C)C)NC([C@H](CC1=CC=CC=C1)NC(=O)C1=NC=CN=C1)=O)=O)C N-((S)-1-(((R)-1-(6-(4-((S)-2-(6-methoxynaphthalen-2-yl)propanamido)butyl)-4,8-dioxo-1,3,6,2-dioxazaborocan-2-yl)-3-methylbutyl)amino)-1-oxo-3-phenylpropan-2-yl)pyrazine-2-carboxamide